N[C@]1(CP(O)(O)=O)CC(=C(C=C1)Cl)Cl (R)-1-amino-3,4-dichlorobenzylphosphonic acid